2-(((2R,7aS)-2-((tert-butyldiphenylsilyl)oxy)hexahydro-1H-pyrrolizin-7a-yl)methoxy)-4-chloro-7-(8-chloronaphthalen-1-yl)-8-fluoropyrido[4,3-d]pyrimidine [Si](C1=CC=CC=C1)(C1=CC=CC=C1)(C(C)(C)C)O[C@@H]1C[C@@]2(CCCN2C1)COC=1N=C(C2=C(N1)C(=C(N=C2)C2=CC=CC1=CC=CC(=C21)Cl)F)Cl